5-cyclobutoxy-6-(1-(1-ethoxyethyl)-1H-pyrazol-4-yl)pyrimidin-4-amine C1(CCC1)OC=1C(=NC=NC1C=1C=NN(C1)C(C)OCC)N